5,7-difluoroisochroman-4-amine FC1=C2C(COCC2=CC(=C1)F)N